beta-ethoxy-5alpha-hydroxy-6beta-[2-(1H-imidazol-4-yl)ethylamino]cholestane CCOCC(C)CCC[C@@H](C)[C@H]1CC[C@H]2[C@@H]3C[C@H]([C@]4(CCCC[C@]4(C)[C@H]3CC[C@]12C)O)NCCC=1N=CNC1